1-(4-fluoro-2-meth-ylphenyl)-3-(6-methoxy-2-meth-ylpyridin-3-yl)-2,3-dihydropyrido[3,4-d]pyrimidin-4(1H)-one FC1=CC(=C(C=C1)N1CN(C(C2=C1C=NC=C2)=O)C=2C(=NC(=CC2)OC)C)C